allyl[2-(di-tert-butylphosphino)-2',4',6'-triisopropyl-3,6-dimethoxy-1,1'-biphenyl] C(C=C)C1=C(C(=C(C(=C1)OC)C1=C(C=C(C=C1C(C)C)C(C)C)C(C)C)P(C(C)(C)C)C(C)(C)C)OC